1-cyclopropyl-N-(2,4-dimethoxybenzyl)-3-(4,4,5,5-tetramethyl-1,3,2-dioxaborolan-2-yl)-1H-pyrrolo[3,2-c]pyridin-4-amine C1(CC1)N1C=C(C=2C(=NC=CC21)NCC2=C(C=C(C=C2)OC)OC)B2OC(C(O2)(C)C)(C)C